ClC=1C=CC2=C(N=C(O2)C23CC(C2)(C3)NC(C3=CC(=CC=C3)S(=O)(=O)C)=O)C1 N-[3-(5-chloro-1,3-benzoxazol-2-yl)-1-bicyclo[1.1.1]pentanyl]-3-methylsulfonyl-benzamide